C(C)(C)C1=NC(=CC(=C1NC(=O)C=1OC=CC1C)C)N1CCOCCC1 3-Methyl-furan-2-carboxylic acid (2-isopropyl-4-methyl-6-[1,4]oxazepan-4-yl-pyridin-3-yl)-amide